C(C)(C)(C)OC(=O)N1[C@@H](COCC1)C=1C=C(C=C2CCN(CC12)C(COC)=O)C=1C=C2C(=NC1)NC=C2Cl (R)-3-(6-(3-chloro-1H-pyrrolo[2,3-b]pyridin-5-yl)-2-(2-methoxyacetyl)-1,2,3,4-Tetrahydroisoquinolin-8-yl)morpholine-4-carboxylic acid tert-butyl ester